CC(C)[C@@H](C)C=C[C@@H](C)[C@H]1CC[C@H]2C3=CCC4C[C@H](CC[C@]4(C)[C@H]3CC[C@]12C)CCCCC\C=C/C\C=C/CCCCCCCC(=O)[O-] ergosta-7,22-diene-3beta-linoleate